(4-chloro-3-methyl-1H-indazol-5-yl)-[rac-(7R,9aS)-7-(4-chlorophenyl)-7-hydroxy-3,4,6,8,9,9a-hexahydro-1H-pyrido[1,2-a]pyrazin-2-yl]methanone ClC1=C2C(=NNC2=CC=C1C(=O)N1C[C@H]2N(CC1)C[C@](CC2)(O)C2=CC=C(C=C2)Cl)C |r|